BrCC=1C=C(OC1C)S(=O)(=O)NC(NC1=C2CCCC2=C(C=2CCCC12)Cl)=O 4-(bromomethyl)-N-((8-chloro-1,2,3,5,6,7-hexahydro-s-indacen-4-yl)carbamoyl)-5-methylfuran-2-sulfonamide